4-(3-((5-(trifluoromethyl)pyridin-2-yl)oxy)benzylidene)piperidine-1-carboxamide FC(C=1C=CC(=NC1)OC=1C=C(C=C2CCN(CC2)C(=O)N)C=CC1)(F)F